1-(4-(difluoromethoxy)phenyl)-3-(2-methyl-2H-indazol-5-yl)-7-((2,2,2-trifluoroethyl)amino)-3,4-dihydropyrido[2,3-d]pyrimidin-2(1H)-one FC(OC1=CC=C(C=C1)N1C(N(CC2=C1N=C(C=C2)NCC(F)(F)F)C2=CC1=CN(N=C1C=C2)C)=O)F